5,19-dichloro-11,20-dimethoxy-2,2-dioxo-15-oxa-2λ6,6-dithia-3,10-diazatetracyclo[15.3.1.14,7.08,13]docosa-1(21),4,7(22),8,10,12,17,19-octaen-16-one ClC1=C2NS(C=3C(=C(C=C(C(OCC4=CC(=NC=C4C(S1)=C2)OC)=O)C3)Cl)OC)(=O)=O